C(C)(=O)[O-].C(C1=CC=CC=C1)[N+](CCO)(C)C benzyl-dimethyl-(2-hydroxyethyl)ammonium acetate